4-fluoro-N-(5-formyl-2-(furan-2-yl)phenyl)benzenesulfonamide FC1=CC=C(C=C1)S(=O)(=O)NC1=C(C=CC(=C1)C=O)C=1OC=CC1